CC(C(=O)C1=CC=C(C=C1)NS(=O)(=O)C)(C)SC1=NN=NN1C1=CC=C(C(=O)O)C=C1 4-(5-((2-methyl-1-(4-(methanesulfonamido)phenyl)-1-oxopropan-2-yl)thio)-1H-tetrazol-1-yl)benzoic acid